3-[bis(2-carboxyethyl)phosphanyl]propionic acid hydrochloride Cl.C(=O)(O)CCP(CCC(=O)O)CCC(=O)O